COC(C1CCN(CC1)C1=CC=C(C=C1)[C@H]1C=2C=CC(=CC2CC[C@H]1C(C)(C)O)O)OC (5S,6R)-5-(4-(4-(dimethoxymethyl)piperidin-1-yl)phenyl)-6-(2-hydroxypropan-2-yl)-5,6,7,8-tetrahydronaphthalen-2-ol